N-(5-((5-chloropyridin-2-yl)methoxy)-1,3,4-thiadiazol-2-yl)-4-(3,5-dimethyl-1H-pyrazol-4-yl)-6-methylnicotinamide ClC=1C=CC(=NC1)COC1=NN=C(S1)NC(C1=CN=C(C=C1C=1C(=NNC1C)C)C)=O